4-(((R)-1-(3-(difluoromethyl)-2-fluorophenyl)ethyl)amino)-8-methyl-6-((R)-1-methylpiperidin-3-yl)pyrido[2,3-d]pyrimidin-7(8H)-one FC(C=1C(=C(C=CC1)[C@@H](C)NC=1C2=C(N=CN1)N(C(C(=C2)[C@@H]2CN(CCC2)C)=O)C)F)F